[αS,5S]-α-amino-3-chloro-4,5-dihydro-5-isoxazoleacetic acid N[C@H](C(=O)O)[C@@H]1CC(=NO1)Cl